9-bromo-7,7-dimethyl-6a,7,12,12a-tetrahydro-6H,13H-thiochromeno[3',4':5,6]thiopyrano[4,3-b]quinoline BrC=1C=C2C(C3C(NC2=CC1)C1=C(SC3)C=3C=CC=CC3SC1)(C)C